N[C@@H](CCC(=O)OC(C)(C)C)C(=O)OC(C)(C)C di-tertbutyl glutamate